FC(C1=CC=CC(=N1)C1=NN2C=NC=3C=CC=CC3C2=N1)(F)F 2-[6-(trifluoromethyl)pyridin-2-yl][1,2,4]triazolo[1,5-c]quinazolin